3,5-dibromo-N-(5-chloro-4-((4-chlorophenyl)(cyano)methyl)-2-methylphenyl)-2-hydroxybenzamide BrC=1C(=C(C(=O)NC2=C(C=C(C(=C2)Cl)C(C#N)C2=CC=C(C=C2)Cl)C)C=C(C1)Br)O